BrC=1C2(C3=CC(=C(C=C3C1)C)OC)CCC1(CC2)OCCO1 2''-bromo-6''-methoxy-5''-methyldispiro[[1,3]dioxolane-2,1'-cyclohexane-4',1''-indene]